C(C1=CC=CC=C1)(C1=CC=CC=C1)N1CCN(CC1)C1=C(C(=NC2=CC=CN=C12)SC)[N+](=O)[O-] 4-(4-benzhydryl-piperazin-1-yl)-2-(methylsulfanyl)-3-nitro-1,5-naphthyridine